3,4-dichloropyridin-2-amine ClC=1C(=NC=CC1Cl)N